OC(C(=O)C1=CC=C(CC2=CC=C(C=C2)C(C(C)C)=O)C=C1)(C)C 1-{4-[4-(2-hydroxy-2-methyl-propionyl)-benzyl]phenyl}-2-methyl-propane-1-one